(R)-3-(3-fluoro-4-methoxyphenyl)-8-methyl-2-(1-methylpyrrolidin-2-yl)-6-nitroquinazolin-4(3H)-one FC=1C=C(C=CC1OC)N1C(=NC2=C(C=C(C=C2C1=O)[N+](=O)[O-])C)[C@@H]1N(CCC1)C